FC1=CC=2CN(CCCC2S1)C(=O)OC(C)(C)C tert-butyl 2-fluoro-4,6,7,8-tetrahydro-5H-thieno[3,2-c]azepine-5-carboxylate